2,4,6-tris[bis-methoxymethylamino]-1,3,5-triazine COCN(C1=NC(=NC(=N1)N(COC)COC)N(COC)COC)COC